2-(4-phenoxyphenyl)aniline (1s,3s)-3-(difluoromethyl)cyclobutyl-(4-cyclobutyl-3-(3,3-difluorocyclobutyl)-1-methyl-1H-pyrazol-5-yl)carbamate FC(C1CC(C1)N(C(O)=O)C1=C(C(=NN1C)C1CC(C1)(F)F)C1CCC1)F.O(C1=CC=CC=C1)C1=CC=C(C=C1)C1=C(N)C=CC=C1